NC=1N=NN(N1)CCCCCCCC[Si](OCC)(OCC)OCC 5-amino-2-[8-(triethoxysilyl)octyl]-2H-tetrazole